2-ethyl(4'-methylphenyl)-1,4-phenylene ether C(C)C1=C2C=CC(=C1C1=CC=C(C=C1)C)O2